FC1=CC=C(C=C1)N1N=CC2=CC(=C(C=C12)C)N1CCN(C2(CC2)C1)S(=O)(=O)C1=NN(N=C1)C(C)C 1-(4-fluorophenyl)-5-(4-((2-isopropyl-2H-1,2,3-triazol-4-yl)sulfonyl)-4,7-diazaspiro[2.5]octan-7-yl)-6-methyl-1H-indazole